C1(=CC(=CC=C1)C1(CC1)C=1NC(C2=C(N1)CCNC2)=O)C2=CC=CC=C2 2-(1-([1,1'-biphenyl]-3-yl)cyclopropyl)-5,6,7,8-tetrahydropyrido[4,3-d]pyrimidin-4(3H)-one